N1=C(C=CC=C1)C=1NC=2C(=NC(=CC2N2CCOCC2)N2N=C(C=C2)C=2C=C(C=CC2)C)N1 4-(2-(pyridin-2-yl)-5-(3-(m-tolyl)-1H-pyrazol-1-yl)-1H-imidazo[4,5-b]pyridin-7-yl)morpholine